C=1CC(CN2C=CC=CC12)=O Quinolizin-3-one